C(C=C)(=O)OC(C)COC(C=C)=O 2,3-propylene glycol diacrylate